ClC=1C=C(C(=O)NC2CCC(CC2)NC2=CC=CC=3N2C=C(N3)C(F)(F)F)C=CC1 3-chloro-N-[(1s,4s)-4-{[2-(trifluoromethyl)imidazo[1,2-a]pyridin-5-yl]amino}cyclohexyl]benzamide